C(C)(C)OC1=C(C=C(C=C1)C=1C=C2CC([C@H](C2=CC1)NC(O[C@@H]1CN2CCC1CC2)=O)(C)C)C (S)-quinuclidin-3-yl ((R)-5-(4-isopropoxy-3-methylphenyl)-2,2-dimethyl-2,3-dihydro-1H-inden-1-yl)carbamate